ClC=1C=C(C=C(C1OCCCl)Cl)C(CO)C 2-(3,5-dichloro-4-(2-chloroethoxy)phenyl)propanol